COCC1(CC1)CC=1C(=NC=CC1)C ((1-(Methoxymethyl)cyclopropyl)methyl)-2-methylpyridin